NC=1C=C(C=C(C1)C(F)(F)F)[C@@H](C)NC1=NC(=NC2=CC3=C(C=C12)CN(C3)C3COCC3)C N-{(R)-1-[3-amino-5-(trifluoromethyl)phenyl]ethyl}-2-methyl-7-(tetrahydrofuran-3-yl)-7,8-dihydro-6H-pyrrolo[3,4-g]quinazolin-4-amine